BrC=1C=C(C[C@H](N)C(=O)O)C=CC1 L-3-Bromophenylalanine